FC=1C(=CC(=NC1)N1C(=NC(=C1C)C(=O)N)C)OC1CN(C1)C(=O)N1N=CC[C@H]1C=1C=NC=C(C1)F (S)-1-(5-fluoro-4-((1-(5-(5-fluoropyridin-3-yl)-4,5-dihydro-1H-pyrazole-1-carbonyl)azetidin-3-yl)oxy)pyridin-2-yl)-2,5-dimethyl-1H-imidazole-4-carboxamide